C(C)N(CC)CCN(CCOC(OC(CCCCCCCCC)CCCCCC)=O)C(C)C 3-ethyl-12-hexyl-6-isopropyl-10-oxo-9,11-dioxa-3,6-diaza-heneicosane